ClC1=CC=C(C=C1)C=1C=C(C(=O)NC(C)(C)C#N)C=C(C1)C=1N(N=CC1)C(C)C 3-(4-chlorophenyl)-N-(2-cyanoprop-2-yl)-5-(2-prop-2-ylpyrazol-3-yl)benzamide